ClC1=C(C=C(C=C1)NCC(C)(O)C)F 1-((4-chloro-3-fluorophenyl)amino)-2-methylpropan-2-ol